2-(3'-(3-(1-(4-(tert-butyl)benzyl)-4-ethyl-5-oxo-4,5-dihydro-1H-1,2,4-triazol-3-yl)propyl)-4-(cyclopropylmethoxy)-[1,1'-biphenyl]-3-yl)acetic acid C(C)(C)(C)C1=CC=C(CN2N=C(N(C2=O)CC)CCCC=2C=C(C=CC2)C2=CC(=C(C=C2)OCC2CC2)CC(=O)O)C=C1